N-(2,4-Difluorobenzyl)-9-hydroxy-2-(6-methoxyhexyl)-1,8-dioxo-1,8-dihydro-2H-pyrido[1,2-a]pyrazine-7-carboxamide FC1=C(CNC(=O)C=2C(C(=C3N(C=CN(C3=O)CCCCCCOC)C2)O)=O)C=CC(=C1)F